C[C@H]1N([C@H](CC1)C)C(=O)C1=C(C=CC(=C1)F)C=1C=2N(C=C(C1)N1CCN(CC1)C(=O)[C@H]1NC3CCC1CC3)C(=NC2)C (1R,3S,4S)-3-[4-(8-{2-[(2R,5S)-2,5-dimethylpyrrolidine-1-carbonyl]-4-fluorophenyl}-3-methylimidazo[1,5-a]pyridin-6-yl)piperazine-1-carbonyl]-2-azabicyclo[2.2.2]octane